[Cl-].ClC1=C(C[Zn+])C=CC=C1Cl (2,3-dichlorobenzyl)zinc (II) chloride